1-hydroxy-4-methoxy-7-azabenzotriazole ON1N=NC2=C1N=CC=C2OC